FC1=C2CNC(C2=CC=C1)=O 4-Fluoroisoindolin-1-one